FC1=C(C=C(C=C1)F)C(C(C#C)(C)C)N1N=C2C=CC=CC2=C1 2-(1-(2,5-difluorophenyl)-2,2-dimethylbut-3-yn-1-yl)-2H-indazole